FC(C=1C=C(C=C(C1)C(F)(F)F)C1=NN(C=N1)/C=C(/C(=O)NOC)\C=1C=NC=NC1)(F)F (E)-3-(3-(3,5-Bis(trifluorometh-yl)phenyl)-1H-1,2,4-triazol-1-yl)-N-methoxy-2-(pyrimidin-5-yl)acrylamide